C(C)N1CCN(CC1)C1=CC(=NC=C1)NC1=NC=C(C=N1)F N-[4-(4-ethylpiperazin-1-yl)pyridin-2-yl]-5-fluoropyrimidin-2-amine